tert-butyl 3-iodo-2-((4-chlorobenzyl)oxy)-5,8-dihydro-1,7-naphthyridine-7(6H)-carboxylate IC=1C(=NC=2CN(CCC2C1)C(=O)OC(C)(C)C)OCC1=CC=C(C=C1)Cl